(R)-6-chloro-3-((1-(3,6-dimethyl-2-(6-methyl-1,3-dihydro-2H-pyrrolo[3,4-c]pyridin-2-yl)-4-oxo-3,4-dihydroquinazolin-8-yl)ethyl)amino)-N-(methylsulfonyl)picolinamide ClC1=CC=C(C(=N1)C(=O)NS(=O)(=O)C)N[C@H](C)C=1C=C(C=C2C(N(C(=NC12)N1CC=2C=NC(=CC2C1)C)C)=O)C